1,3-diamino-4-{4-[trans-4-(trans-4-n-pentylcyclohexyl)cyclohexyl]phenoxy}benzene tert-butyl-(1S)-1-methyl-5-oxo-1,3,4,4a,6,7,8,8a-octahydroisoquinoline-2-carboxylate C(C)(C)(C)OC(=O)N1[C@H](C2CCCC(C2CC1)=O)C.NC1=CC(=C(C=C1)OC1=CC=C(C=C1)[C@@H]1CC[C@H](CC1)[C@@H]1CC[C@H](CC1)CCCCC)N